tert-Butyl 7-fluoro-5-iodo-1H-indole-1-carboxylate FC=1C=C(C=C2C=CN(C12)C(=O)OC(C)(C)C)I